diazaspiro[4.4]nonane-2,4-dione N1C(NC(C12CCCC2)=O)=O